5-[2-(butylsulfanyl)phenyl]-1-methyl-7-nitro-1,3-dihydro-2H-1,4-benzodiazepin-2-one C(CCC)SC1=C(C=CC=C1)C1=NCC(N(C2=C1C=C(C=C2)[N+](=O)[O-])C)=O